3-((1S)-1-((1aR,3aR,3bS,5aS,6S,8aS,8bS,10aR)-10-methoxy-3a,5a-dimethylhexadecahydrocyclopenta[a]cyclopropa[2,3]cyclopenta[1,2-f]naphthalen-6-yl)ethoxy)-5-methylpyridine COC1[C@@]23[C@@]([C@H]4CC[C@]5([C@H]([C@@H]4C1)CC[C@@H]5[C@H](C)OC=5C=NC=C(C5)C)C)(CC[C@@H]2C3)C